3-(4-chlorophenyl)-3-oxo-2-phenylpropanenitrile ClC1=CC=C(C=C1)C(C(C#N)C1=CC=CC=C1)=O